(1S,2S)-N-[3-[2-(difluoromethoxy)pyridin-3-yl]-1H-pyrrolo[2,3-b]pyridin-6-yl]-2-fluorocyclopropane-1-carboxamide FC(OC1=NC=CC=C1C1=CNC2=NC(=CC=C21)NC(=O)[C@H]2[C@H](C2)F)F